FC(C=1C=C2C(=CC1)NC(C21CCN(CC1)CCOC=1C=NC=2N(C(CCC2C1)=O)C1CC(C1)CO)=O)F 5-(difluoromethyl)-1'-[2-({8-[3-(hydroxymethyl)cyclobutyl]-7-oxo-5,6,7,8-tetrahydro-1,8-naphthyridin-3-yl}oxy)ethyl]-1,2-dihydrospiro[indole-3,4'-piperidin]-2-one